CC=1C=C(C=CC1C)[C@@H]1N(C[C@H](CC1)C)C(C(=O)NC=1C=NC=C(C1)C)=O 2-[(2R,5S)-2-(3,4-dimethylphenyl)-5-methyl-1-piperidyl]-N-(5-methyl-3-pyridyl)-2-oxo-acetamide